(2Z,3E)-3-((3-(4-methylpiperazin-1-yl)propoxy)imino)-2'-oxo-[2,3'-biindolinylidene]-5'-carbonitrile CN1CCN(CC1)CCCO\N=C/1\C(\NC2=CC=CC=C12)=C/1\C(NC2=CC=C(C=C12)C#N)=O